ClC1=C(C(=CC=C1F)OCOCC[Si](C)(C)C)/C=C/C(=O)OCC (E)-Ethyl 3-(2-chloro-3-fluoro-6-((2-(trimethylsilyl)ethoxy)methoxy)phenyl)acrylate